N[C@H](C(=O)O)[C@@H](C1=CC=C(C=C1)S(=O)(=O)C)O (2S,3R)-2-amino-3-hydroxy-3-(4-(methylsulfonyl)phenyl)propionic acid